methyl 2-(4-chloro-2-fluorophenyl)-2-methyl-1,3-dioxolane-4-carboxylate ClC1=CC(=C(C=C1)C1(OCC(O1)C(=O)OC)C)F